C(C)(C)(C)OC(=O)C1OC2=CC=CC=C2CC1.[F] fluorine chromanic acid tert-butyl ester